tert-butyl (2R,3S)-3-((tert-butyldiphenylsilyl)oxy)-2-vinylpyrrolidine-1-carboxylate [Si](C1=CC=CC=C1)(C1=CC=CC=C1)(C(C)(C)C)O[C@@H]1[C@H](N(CC1)C(=O)OC(C)(C)C)C=C